C1(CCCCC1)[C@H](C)OC1=C(C(=O)NC2=NC=CN=C2N2CCOCC2)C=C(C(=C1)N1N=C2N(CCCC2)C1=O)F 2-[(1S)-1-cyclohexylethoxy]-5-fluoro-N-[3-(morpholin-4-yl)pyrazin-2-yl]-4-(3-oxo-5,6,7,8-tetrahydro[1,2,4]triazolo[4,3-a]pyridin-2(3H)-yl)benzamide